(E)-3-amino-N'-cyano-N-((1,2,3,5,6,7-hexahydro-s-indacen-4-yl)carbamoyl)-3-methylbut-1-ene-1-sulfonimidamide NC(/C=C/S(=O)(NC(NC1=C2CCCC2=CC=2CCCC12)=O)=NC#N)(C)C